1-((1-(4-(1H-pyrazol-4-yl)phenyl)pyrrolidine-3-yl)methyl)pyrrolidin-2-one N1N=CC(=C1)C1=CC=C(C=C1)N1CC(CC1)CN1C(CCC1)=O